rel-(2S,3R,4R,5S)-4-[[3-[6-(difluoromethyl)-2-methoxy-3-pyridyl]-4,5-dimethyl-5-(trifluoromethyl)tetrahydrofuran-2-carbonyl]amino]pyridine-2-carboxamide FC(C1=CC=C(C(=N1)OC)[C@@H]1[C@H](O[C@@]([C@@H]1C)(C(F)(F)F)C)C(=O)NC1=CC(=NC=C1)C(=O)N)F |o1:10,11,13,14|